4h-imidazol-4-one N=1C=NC(C1)=O